C(C)(C)(C)OC(=O)N1CC2=CC(=CC=C2C[C@H]1C(N[C@H]1CCCC2=CC=CC=C12)=O)O (3S)-7-hydroxy-3-[[(1S)-tetrahydronaphthalen-1-yl]carbamoyl]-3,4-dihydro-1H-isoquinoline-2-carboxylic acid tert-butyl ester